N2,N2-bis(4-methoxybenzyl)-N4-(2,2,2-trifluoroethyl)pyridine-2,4,5-triamine COC1=CC=C(CN(C2=NC=C(C(=C2)NCC(F)(F)F)N)CC2=CC=C(C=C2)OC)C=C1